cyclopropyl bromoformate BrC(=O)OC1CC1